1-(4-fluorobenzo[d]thiazol-5-yl)ethan-1-ol FC1=C(C=CC2=C1N=CS2)C(C)O